ethyl 2-(2-((2-(aminomethyl)-7-iodobenzofuran-5-yl)methoxy)phenyl)acetate NCC=1OC2=C(C1)C=C(C=C2I)COC2=C(C=CC=C2)CC(=O)OCC